1-((4-(2-Amino-2-oxoethyl)-7,10-bis(carboxymethyl)-1,4,7,10-tetraazacyclododecan-1-yl)methyl)isochinolin-2-oxid NC(CN1CCN(CCN(CCN(CC1)CC(=O)O)CC(=O)O)CC1=[N+](C=CC2=CC=CC=C12)[O-])=O